1-(4-(5-amino-3-(4-(3-fluorophenoxy)phenyl)imidazo[1,5-c]pyrimidin-1-yl)-3,6-dihydropyridin-1(2H)-yl)-2-hydroxyethan-1-one NC1=NC=CC=2N1C(=NC2C=2CCN(CC2)C(CO)=O)C2=CC=C(C=C2)OC2=CC(=CC=C2)F